4-((6-((((4-(5-cyanopyridin-2-yl)benzylidene)amino)oxy)methyl)-2-phenylimidazo[1,2-a]pyridin-3-yl)amino)benzoic acid C(#N)C=1C=CC(=NC1)C1=CC=C(C=NOCC=2C=CC=3N(C2)C(=C(N3)C3=CC=CC=C3)NC3=CC=C(C(=O)O)C=C3)C=C1